ClC=1C=C2C=NN(C2=CC1CNC1=NC=CC=C1)C1OCCCC1 N-((5-chloro-1-(tetrahydro-2H-pyran-2-yl)-1H-indazol-6-yl)methyl)pyridin-2-amine